[(6R)-6-Hydroxy-12,12-dimethyl-6,15-bis(trifluoromethyl)-19-oxa-3,4,13,18-tetrazatricyclo[12.3.1.12,5]nonadeca-1(17),2,4,14(18),15-pentaen-17-yl]boronic acid O[C@]1(C2=NN=C(C3=C(C=C(C(NC(CCCCC1)(C)C)=N3)C(F)(F)F)B(O)O)O2)C(F)(F)F